C(C1=CC=CC=C1)OC1=C(C(=C(C=C1)Br)F)F 4-bromo-2,3-difluorophenyl benzyl ether